4-[5-(2-amino-1,1-difluoroethyl)pyrimidin-2-yl]-3-(2-methyl-6-morpholin-4-ylpyridin-4-yl)oxybenzonitrile NCC(F)(F)C=1C=NC(=NC1)C1=C(C=C(C#N)C=C1)OC1=CC(=NC(=C1)N1CCOCC1)C